C(C1=CC=CC=C1)O[C@H]1[C@@H](O[C@@H]([C@H]1OCC1=CC=CC=C1)COCC1=CC=CC=C1)C1=CSC2=C1N=C(N=C2NC2CCCC2)Cl 7-[(2S,3S,4R,5R)-3,4-bis(benzyloxy)-5-[(benzyloxy)methyl]oxolan-2-yl]-2-chloro-N-cyclopentylthieno[3,2-d]pyrimidin-4-amine